racemic-5-(6-(6-oxa-3-azabicyclo[3.2.1]octan-3-yl)-2-methoxypyridin-3-yl)-6-chloro-1H-indole-3-carboxylic acid C12CN(CC(OC1)C2)C2=CC=C(C(=N2)OC)C=2C=C1C(=CNC1=CC2Cl)C(=O)O